2-fluoro-6-(2,3,5-trimethoxyanilino)-9-(oxepan-2-yl)-9H-purine FC1=NC(=C2N=CN(C2=N1)C1OCCCCC1)NC1=C(C(=CC(=C1)OC)OC)OC